(2S)-N-[(1-Aminoisoquinolin-6-yl)methyl]-2-{2-[(2R,6S)-2,6-dimethylpiperidin-1-yl]acetamido}-3-hydroxybutanamide NC1=NC=CC2=CC(=CC=C12)CNC([C@H](C(C)O)NC(CN1[C@@H](CCC[C@@H]1C)C)=O)=O